FC1([C@H](C1)C(=O)NC1=NC=NC(=C1)N1C(=NC=C1)NC=1C=NC(=CC1C)C(CC)=O)F (R)-2,2-difluoro-N-(6-(2-((4-methyl-6-propionylpyridin-3-yl)amino)-1H-imidazol-1-yl)pyrimidin-4-yl)cyclopropane-1-carboxamide